CC1=C(C(=O)NC2=C(C=C(C=C2)S(NC(C)C2CCN(CCC2)C)(=O)=O)C)C=CC=C1 2-methyl-N-(2-methyl-4-(N-(1-(1-methylazepan-4-yl)ethyl)sulfamoyl)phenyl)benzamide